BrC=1C=C(CBr)C=C(C1)Br 3,5-Dibromobenzyl bromide